(Z)-2,2-difluoro-4-iododec-3-enoic acid ethyl ester C(C)OC(C(\C=C(\CCCCCC)/I)(F)F)=O